FC1=NC(=CC=C1O)F 2,6-difluoropyridin-3-ol